5-[4-(cyclopentylmethyl)phenyl]-2-(3-methylpyrazin-2-yl)-3-[3-(fluoromethyl)-2-methyl-azetidine-1-carbonyl]-4H-pyrazol C1(CCCC1)CC1=CC=C(C=C1)C=1CC(N(N1)C1=NC=CN=C1C)C(=O)N1C(C(C1)CF)C